BrC1=NN=C(S1)CN1C2(CC2)C(N(C1=O)C(C)C)=O 4-[(5-bromo-1,3,4-thiadiazol-2-yl)methyl]-6-isopropyl-4,6-diazaspiro[2.4]heptane-5,7-dione